5-bromo-1,2,3-trimethoxy-benzene BrC=1C=C(C(=C(C1)OC)OC)OC